N-[(1S)-5-[2-(2-aminopyridin-3-yl)-5-(pyrazol-1-yl)imidazo[4,5-b]pyridin-3-yl]-2,3-dihydro-1H-inden-1-yl]-4-(benzyloxy)-5-(1,3-dioxolan-2-yl)-2-(pyrazol-1-yl)benzamide NC1=NC=CC=C1C1=NC=2C(=NC(=CC2)N2N=CC=C2)N1C=1C=C2CC[C@@H](C2=CC1)NC(C1=C(C=C(C(=C1)C1OCCO1)OCC1=CC=CC=C1)N1N=CC=C1)=O